3-(4-Cyclopropyl-6-methoxypyrimidin-5-yl)-1-(difluoromethyl)-1,4,6,7-tetrahydro-5H-pyrazolo[4,3-c]pyridine-5-carboxylic acid tert-butyl ester C(C)(C)(C)OC(=O)N1CC2=C(CC1)N(N=C2C=2C(=NC=NC2OC)C2CC2)C(F)F